N-[7-morpholino-5-[4-(2-pyridylamino)cyclohexoxy]-1,6-naphthyridin-3-yl]methanesulfonamide O1CCN(CC1)C1=NC(=C2C=C(C=NC2=C1)NS(=O)(=O)C)OC1CCC(CC1)NC1=NC=CC=C1